5-FLUORONAPHTHALENE-2-CARBOXALDEHYDE FC1=C2C=CC(=CC2=CC=C1)C=O